2-bromo-butyryl bromide BrC(C(=O)Br)CC